S(=O)(=O)(O)C1CCC(=O)O1 4-sulfobutyrolactone